CC(=CCCCCC)S(=O)(=O)O 1-methyl-heptenesulfonic acid